((2R,3S,4R,5R)-5-(4-((S)-2-amino-3-methylbutanamido)pyrrolo[2,1-f][1,2,4]triazin-7-yl)-5-cyano-3,4-dihydroxytetrahydrofuran-2-yl)methyl isobutyrate C(C(C)C)(=O)OC[C@H]1O[C@@]([C@@H]([C@@H]1O)O)(C#N)C1=CC=C2C(=NC=NN21)NC([C@H](C(C)C)N)=O